N,N-dimethyl-3-amino-1-propanesulfonic acid CN(CCCS(=O)(=O)O)C